6-(((3S,4R)-3-hydroxypiperidin-4-yl)amino)-N-(6-(o-tolyl)-5-(trifluoromethyl)pyridin-2-yl)pyridine-2-sulfonamide O[C@H]1CNCC[C@H]1NC1=CC=CC(=N1)S(=O)(=O)NC1=NC(=C(C=C1)C(F)(F)F)C1=C(C=CC=C1)C